ClC1=NC(=CC=C1C(=O)NS(=O)(=O)C1=CC=CC(=N1)NCCC[C@H]1CC(N(C1)C(=O)OC(C)(C)C)(C)C)N1N=C(C=C1)OCCC(C1CCC1)C1CCC1 tert-Butyl (4S)-4-[3-[[6-[[2-chloro-6-[3-[3,3-di(cyclobutyl)propoxy]pyrazol-1-yl]pyridine-3-carbonyl]sulfamoyl]-2-pyridyl] amino]propyl]-2,2-dimethyl-pyrrolidine-1-carboxylate